6-(cyclopropanecarboxamido)-4-((2-methoxy-3-(1-((3R,4R)-4-(methoxy-d3)tetrahydrofuran-3-yl)-1H-pyrazol-4-yl)phenyl)amino)nicotinamide C1(CC1)C(=O)NC1=NC=C(C(=O)N)C(=C1)NC1=C(C(=CC=C1)C=1C=NN(C1)[C@@H]1COC[C@@H]1OC([2H])([2H])[2H])OC